C(C)OC(=O)C1(CC2(COC2)C1)C 6-methyl-2-oxaspiro[3.3]heptane-6-carboxylic acid ethyl ester